3-tetrahydrofuran-3-yl-urea O1CC(CC1)NC(N)=O